CN1CCC(CC1)CNC=1C=CC=2N(N1)C(=C(N2)C(=O)O)C2=CC(=CC=C2)OC(F)(F)F 6-(((1-methylpiperidin-4-yl)methyl)amino)-3-(3-(trifluoromethoxy)phenyl)imidazo[1,2-b]pyridazine-2-carboxylic acid